1,2-Di(diphenylsilyl)ethylbenzene C1(=CC=CC=C1)[SiH](C(C[SiH](C1=CC=CC=C1)C1=CC=CC=C1)C1=CC=CC=C1)C1=CC=CC=C1